(R)-1-(4-(4-((1-(3-(difluoromethyl)-2-fluorophenyl)ethyl)amino)-2-methyl-8,9-dihydrofuro[2,3-h]quinazolin-6-yl)-4-hydroxypiperidin-1-yl)-2-(dimethylamino)ethanone FC(C=1C(=C(C=CC1)[C@@H](C)NC1=NC(=NC2=C3C(=C(C=C12)C1(CCN(CC1)C(CN(C)C)=O)O)OCC3)C)F)F